NC1=C(C=CC=C1Br)CC=1C(=C(C(=O)N)C(=CC1C=1C=NN(C1)C)Cl)Cl [(2-amino-3-bromophenyl)methyl]-2,6-dichloro-4-(1-methylpyrazol-4-yl)benzamide